6-((3,5-dimethylisoxazol-4-yl)methoxy)-N-(4-(thiophen-2-yl)thiazol-2-yl)-2-naphthamide CC1=NOC(=C1COC=1C=C2C=CC(=CC2=CC1)C(=O)NC=1SC=C(N1)C=1SC=CC1)C